(Z)-5-(benzo[d]thiazol-6-ylmethylene)-2-(methyl-(2-morpholinoethyl)amino)-3,5-dihydro-4H-imidazol-4-one S1C=NC2=C1C=C(C=C2)\C=C/2\C(NC(=N2)N(CCN2CCOCC2)C)=O